3'''-(((methylazanediyl)bis(propane-3,1-diyl))bis(azanetriyl))tetrakis(N-dodecyl-2-hydroxypropanamide) CN(CCCN(C(C(=O)NCCCCCCCCCCCC)(C)O)C(C(=O)NCCCCCCCCCCCC)(C)O)CCCN(C(C(=O)NCCCCCCCCCCCC)(C)O)C(C(=O)NCCCCCCCCCCCC)(C)O